N-(5-Chloro-6-(2H-1,2,3-triazol-2-yl)pyridin-3-yl)-1-(8-(difluoromethyl)chinolin-5-yl)-5-(trifluoromethyl)-1H-pyrazol-4-carboxamid ClC=1C=C(C=NC1N1N=CC=N1)NC(=O)C=1C=NN(C1C(F)(F)F)C1=C2C=CC=NC2=C(C=C1)C(F)F